5-(5-Furan-2-yl-2-isopropyl-4-methoxy-benzyl)-pyrimidine-2,4-diamine O1C(=CC=C1)C=1C(=CC(=C(CC=2C(=NC(=NC2)N)N)C1)C(C)C)OC